7-bromo-2-[[tert-butyl(dimethyl)silyl]oxymethyl]-4-methyl-2,3-dihydro-1H-inden-5-ol BrC=1C=C(C(=C2CC(CC12)CO[Si](C)(C)C(C)(C)C)C)O